ClC1=C(CCNCC=2C=C(C=3N(C2)C=CN3)C=3C=C2CN(C(C2=CC3)=O)C3C(NC(CC3)=O)=O)C=CC=C1 3-(5-(6-(((2-chlorophenethyl)amino)methyl)imidazo[1,2-a]pyridin-8-yl)-1-oxoisoindolin-2-yl)piperidine-2,6-dione